1,2,3,4,6-Pentagalloylglucose C(C1=CC(O)=C(O)C(O)=C1)(=O)C(=O)[C@](O)([C@@](O)([C@](O)([C@H](O)C(O)C(C1=CC(O)=C(O)C(O)=C1)=O)C(C1=CC(O)=C(O)C(O)=C1)=O)C(C1=CC(O)=C(O)C(O)=C1)=O)C(C1=CC(O)=C(O)C(O)=C1)=O